5-(5-(2-hydroxy-pyridin-4-yl)pyrimidin-2-yl)-2-(isopropyl-amino)benzonitrile OC1=NC=CC(=C1)C=1C=NC(=NC1)C=1C=CC(=C(C#N)C1)NC(C)C